3,6-dimethyl-1,2-phenylene bis(diphenylcarbamate) C1(=CC=CC=C1)N(C(OC1=C(C(=CC=C1C)C)OC(N(C1=CC=CC=C1)C1=CC=CC=C1)=O)=O)C1=CC=CC=C1